(E)-4-(5-bromo-2-((2-tosylhydrazino)methyl)phenyl)piperazine-1-carboxylic acid tert-butyl ester C(C)(C)(C)OC(=O)N1CCN(CC1)C1=C(C=CC(=C1)Br)CNNS(=O)(=O)C1=CC=C(C)C=C1